7-chloro-6-methoxy-4-methylisoindolin ClC=1C(=CC(=C2CNCC12)C)OC